NC1=NC=C2N(C(N(C2=N1)[C@@H]1O[C@@H](C[C@H]1O)CO)=O)CC1CC1 (1R,2R)-2-((2-Amino-9-((2R,3R,5S)-3-hydroxy-5-(hydroxymethyl)tetrahydrofuran-2-yl)-8-oxo-8,9-dihydro-7H-purin-7-yl)methyl)cyclopropan